CC=1C=C(CC=2C=C(OC2)C(=O)C=2C=NC=NC2)C=CC1 5-[4-(3-methylbenzyl)-2-furoyl]pyrimidin